COC(C(=O)C1=CC=CC=C1)(C1=CC=CC=C1)OC 2,2-dimethoxy-1,2-diphenylethan-one